2-amino-7-((2-(trifluoromethoxy)phenyl)methyl)-4-(5-methylfuran-2-yl)-6-methyl-5H,6H,7H-pyrrolo[3,4-d]pyrimidin-5-one NC=1N=C(C2=C(N1)C(N(C2=O)C)CC2=C(C=CC=C2)OC(F)(F)F)C=2OC(=CC2)C